[NH4+].P(=O)(OCCN(C(C)C)C(CCC1=CC(=CC=C1)OCCCCCCCCCC)=O)(O)O 2-[{3-[3-(Decyloxy)phenyl]propanoyl}(propan-2-yl)amino]ethyl dihydrogen phosphate ammonium salt